tert-butyl (2R,6S)-2-((R)-(5-fluoropyridin-3-yl)(hydroxy)methyl)-6-propyl-piperidine-1-carboxylate FC=1C=C(C=NC1)[C@H]([C@@H]1N([C@H](CCC1)CCC)C(=O)OC(C)(C)C)O